C1(=CC=CC=C1)[C@H]1[C@@H](CN(C1)C(=O)OC(C)(C)C)C(NC1=C2C=CN=C(C2=CC=C1)C)=O |r| tert-Butyl (±)-trans-4-phenyl-3-(1-methylisoquinolin-5-ylcarbamoyl)pyrrolidine-1-carboxylate